NC(C(=O)NC=1C=CC2=C(C1)COC1=CN=CC=C12)CC1=CC=C(C=C1)F 2-amino-3-(4-fluorophenyl)-N-(6H-isochromeno[3,4-c]pyridin-8-yl)propanamide